5-amino-8-(2-chloro-6-methyl-4-pyridinyl)-7-(4-fluorophenyl)-2-[2-(1-piperidinyl)ethyl]-[1,2,4]triazolo[4,3-c]pyrimidin-3-one NC1=NC(=C(C=2N1C(N(N2)CCN2CCCCC2)=O)C2=CC(=NC(=C2)C)Cl)C2=CC=C(C=C2)F